1-(6-chloro-8-fluoro-4-isopropylquinolin-3-yl)cyclopentan-1-ol ClC=1C=C2C(=C(C=NC2=C(C1)F)C1(CCCC1)O)C(C)C